2-benzyl-1H-pyrrole C(C1=CC=CC=C1)C=1NC=CC1